(S)-2-((2-((1-methoxy-3,3-dimethyl-1,3-dihydrobenzo[c][1,2]oxaborol-5-yl)amino)-5-(3-morpholino-1,2,4-oxadiazol-5-yl)pyridin-4-yl)amino)-2-phenylethan-1-ol COB1OC(C2=C1C=CC(=C2)NC2=NC=C(C(=C2)N[C@H](CO)C2=CC=CC=C2)C2=NC(=NO2)N2CCOCC2)(C)C